C(C)C(C#CC1=CC=CC=C1)C=CC(C)(C)C (3-Ethyl-6,6-dimethylhept-4-en-1-yn-1-yl)benzene